CN(C(CNC(C(=O)C1N(CCC1)C(CNC(=O)C1=CC=NC2=CC=CC=C12)=O)=O)=O)C N-(2-(2-(2-((2-(Dimethylamino)-2-oxoethyl)amino)-2-oxoacetyl)pyrrolidin-1-yl)-2-oxoethyl)quinoline-4-carboxamide